Z-3-methoxy-1-[4-(trifluoromethoxy)-phenyl]cyclobutanecarboxylic acid COC1CC(C1)(C(=O)O)C1=CC=C(C=C1)OC(F)(F)F